(2-(azetidin-1-yl)-pyrimidin-5-yl)-methanol N1(CCC1)C1=NC=C(C=N1)CO